FC=1C(=CC=2N(C1)N=CN2)C#CC2=NN(C(=C2C(=O)N)NC)[C@@H]2CN([C@H](C2)COC)C(C=C)=O 3-(2-[6-fluoro-[1,2,4]triazolo[1,5-a]pyridin-7-yl]ethynyl)-1-[(3s,5r)-5-(methoxymethyl)-1-(prop-2-enoyl)pyrrolidin-3-yl]-5-(methylamino)pyrazole-4-carboxamide